1-(5-((R)-2-(2,5-difluorophenyl)-4-oxopyrrolidin-1-yl)-2-fluoropyrazolo[1,5-a]pyrimidin-3-yl)-3-((1S,2R)-2-fluorocyclopropyl)thiourea FC1=C(C=C(C=C1)F)[C@@H]1N(CC(C1)=O)C1=NC=2N(C=C1)N=C(C2NC(=S)N[C@@H]2[C@@H](C2)F)F